COC1=C(C(=O)NC2COC2)C(=CC(=C1)N1C=NC2=C1C=CC(=C2)C=2C=NN(C2)C)OC 2,6-dimethoxy-4-[5-(1-methylpyrazol-4-yl)benzimidazol-1-yl]-N-(oxetan-3-yl)benzamide